N(=[N+]=[N-])CCCC=1C(=C2CC(CC2=C(C1B1N(C=2C3=C(N1)C=CC=C3C=CC2)CC2=CC=CC=C2)C)(C(=O)OC)C(=O)OC)C (R)-dimethyl 5-(3-azidopropyl)-6-(1-benzyl-1H-naphtho[1,8-de][1,3,2]diazaborinin-2(3H)-yl)-4,7-dimethyl-1,3-dihydro-2H-indene-2,2-dicarboxylate